(2,7-di-tert-butylfluorenyl)zirconium dichloride [Cl-].[Cl-].C(C)(C)(C)C1=C(C=2CC3=CC(=CC=C3C2C=C1)C(C)(C)C)[Zr+2]